(1S)-1-((tetramethylpyridin-2-yl)isoxazol-3-yl)methyl methanesulfonate CS(=O)(=O)OCC1=NOC=C1C1=NC(=C(C(=C1C)C)C)C